CC(CC)C(CCCC1=C(SC=C1)[Sn](C)(C)C)CCCC (4-(2-butyl)octylthiophen-2-yl)trimethylstannane